The molecule is a hydroxy monocarboxylic acid anion which is obtained by deprotonation of the carboxy group of homovanillic acid. It has a role as a human metabolite and a mouse metabolite. It is a conjugate base of a homovanillic acid. COC1=C(C=CC(=C1)CC(=O)[O-])O